1-[5-bromo-2-[(4-methoxyphenyl)methyl-methyl-amino]thiazol-4-yl]cyclopropanecarbonitrile BrC1=C(N=C(S1)N(C)CC1=CC=C(C=C1)OC)C1(CC1)C#N